C(C)NC=1C2=C(N=CN1)C=CC(=N2)C=2C=C(C=CC2)C#C[C@]2(C(N(CC2)C)=O)O (R)-3-((3-(4-(ethylamino)pyrido[3,2-d]pyrimidin-6-yl)phenyl)ethynyl)-3-hydroxy-1-methylpyrrolidin-2-one